NC1=NC(=NC(=C1C(=O)OCC)C)C1=C(C=C(C=C1)C(C)(C)C)CO ethyl 4-amino-2-(4-(tert-butyl)-2-(hydroxymethyl) phenyl)-6-methylpyrimidine-5-carboxylate